tert-butyl 3-[(4-bromo-3-fluoro-2-methyl-phenyl)methylene]azetidine-1-carboxylate BrC1=C(C(=C(C=C1)C=C1CN(C1)C(=O)OC(C)(C)C)C)F